CNCC1=C(C=CC=C1)B(O)O (2-((methylamino)methyl)phenyl)boronic acid